8-(3-quinolyl)-1-[3-(trifluoromethyl)phenyl]oxazolo[5,4-c]quinolin-2(1H)-one N1=CC(=CC2=CC=CC=C12)C1=CC=2C3=C(C=NC2C=C1)OC(N3C3=CC(=CC=C3)C(F)(F)F)=O